1-[2-[[[1-(4-chlorophenyl)-1H-pyrazol-3-yl]oxy]methyl]-3-methylphenyl]-1,4-dihydro-4-methyl-5H-tetrazol-5-one ClC1=CC=C(C=C1)N1N=C(C=C1)OCC1=C(C=CC=C1C)N1N=NN(C1=O)C